CC1(CCCC1)OC(=O)CSCCC[Si](OC)(OC)OC 3-((1-methylcyclopentyl)oxycarbonylmethylthio)propyltrimethoxysilane